CN(C(N)=O)C N',N'-dimethylurea